FC=1C=C2NC=CC2=C2CCC(NCCCCCC(C3=CN=C(C=4C(=CC=C(OC12)C4)F)N3)C=3C=C(C=CC3)CCC(=O)O)=O 3-[3-(23,29-Difluoro-13-oxo-25-oxa-3,12,20,31-tetrazapentacyclo-[24.3.1.12,5.016,24.017,21]hentriaconta-1(30),2,4,16,18,21,23,26,28-nonaen-6-yl)phenyl]propanoic acid